(3-chlorophenyl)-4-(dibenzofuran-4-yl)-6-phenyl-1,3,5-triazine ClC=1C=C(C=CC1)C1=NC(=NC(=N1)C1=CC=CC2=C1OC1=C2C=CC=C1)C1=CC=CC=C1